C/C/1=C\\CC/C(=C/CC2(CCC(C=C2CC1)(C)C)C)/C The molecule is a bicyclic diterpene consisting of 2,3,5,6,9,10,13,13a-octahydro-1H-benzo[11]annulene carrying five methyl substituents at positions 3, 3, 7, 11 and 13a. It has a role as a plant metabolite. It is a diterpene, a carbobicyclic compound and a polycyclic olefin.